CN1N=CC=2C1=NC(=CC2N2CC1=C(CC2)N(N=C1C)CC12CCC(CC1)(CC2)NC(=O)[C@H]2NCCOC2)C (S)-N-(4-((5-(1,6-dimethyl-1H-pyrazolo[3,4-b]pyridin-4-yl)-3-methyl-4,5,6,7-tetrahydro-1H-pyrazolo[4,3-c]pyridin-1-yl)methyl)bicyclo[2.2.2]oct-1-yl)morpholine-3-carboxamide